1,3-dimethylquinoline CN1CC(=CC2=CC=CC=C12)C